2,5-diazabicyclo[5.1.0]octane-2-carboxylic acid tert-butyl ester C(C)(C)(C)OC(=O)N1C2CC2CNCC1